amyl 2-methoxymethyl-3,3-dimethylbutyrate COCC(C(=O)OCCCCC)C(C)(C)C